[2H]C(N(C)C)CC1=CNC2=CC=CC=C12 α-Deutero-N,N-dimethyltryptamin